C(=O)(OC(C)(C)C)NCCC1=CC=C(C=C1)O N-boc-4-hydroxyphenylethylamine